CN(C1CCC(CC1)NC(=O)C1=NNC2=CN=C(C=C21)C2=CC(=CC(=C2)NC(C=C)=O)F)C N-[4-(dimethylamino)cyclohexyl]-5-[3-fluoro-5-(prop-2-enamido)phenyl]-1H-pyrazolo[3,4-c]pyridine-3-carboxamide